C(C)C=1C=CC=C2NC(C(N(C12)CC1=CC=C(C=C1)OC)=O)=O 8-ethyl-1-(4-methoxybenzyl)-1,4-dihydroquinoxaline-2,3-dione